(4-dimethylaminophenyl)-5-nitrofuran-2-carboxamide CN(C1=CC=C(C=C1)C1=C(OC(=C1)[N+](=O)[O-])C(=O)N)C